OCC1=C(N=C(S1)NC1=CC=C(C=C1)S(N)(=O)=O)C1=C(C=CC=C1)S(=O)(=O)NC1=CC=CC=C1 (5-(hydroxymethyl)-2-((4-sulfamoylphenyl)amino)thiazol-4-yl)-N-phenylbenzenesulfonamide